C(CC)S(=S)(=S)O.S1C=NCC1 thiazoline dithiopropanesulfonate